2-fluoro-2-methyl-propan-1-one FC(C=O)(C)C